trivanadium-copper [Cu].[V].[V].[V]